5-(2-chloro-4-fluorophenyl)-N-(5-chloro-6-(2H-1,2,3-triazol-2-yl)pyridin-3-yl)-3-methylpicolinamide ClC1=C(C=CC(=C1)F)C=1C=C(C(=NC1)C(=O)NC=1C=NC(=C(C1)Cl)N1N=CC=N1)C